2,6-dichloro-4-(trifluoromethyl)phenylhydrazine ClC1=C(C(=CC(=C1)C(F)(F)F)Cl)NN